imidazo[1,2-a]Pyrimidine-6-carboxylic acid phenyl ester C1(=CC=CC=C1)OC(=O)C=1C=NC=2N(C1)C=CN2